tert-Butyl 1-(2,2-dimethyl-4,6-dioxo-1,3-dioxan-5-yl)-3-(3-fluoro-4-nitrophenyl)-1-oxopropan-2-ylcarbamate CC1(OC(C(C(O1)=O)C(C(CC1=CC(=C(C=C1)[N+](=O)[O-])F)NC(OC(C)(C)C)=O)=O)=O)C